(3-(5-isopropyl-2-methoxyphenyl)isoxazole-5-yl)methanol C(C)(C)C=1C=CC(=C(C1)C1=NOC(=C1)CO)OC